4-Chloro-6-(2,4-dimethoxypyrimidin-5-yl)-3-methylpyridazine ClC1=C(N=NC(=C1)C=1C(=NC(=NC1)OC)OC)C